6-((3-ethoxypiperidin-1-yl)methyl)-2-(3-(3-((4-methyl-4H-1,2,4-triazol-3-yl)methyl)oxetan-3-yl)phenyl)-4-(trifluoromethyl)isoindolin-1-one C(C)OC1CN(CCC1)CC1=CC(=C2CN(C(C2=C1)=O)C1=CC(=CC=C1)C1(COC1)CC1=NN=CN1C)C(F)(F)F